C(C)(=O)N1CCC(CC1)(O)C1=CC2=C(N=C(N=C2N[C@H](C)C2=C(C(=CC=C2)C(F)F)F)C)NC1=O (R)-6-(1-acetyl-4-hydroxypiperidin-4-yl)-4-((1-(3-(difluoromethyl)-2-fluorophenyl)ethyl)amino)-2-methylpyrido[2,3-d]pyrimidin-7(8H)-one